6-(2,2,4,7,7-pentamethyl-9-oxo-8H-chromeno[3,2-g]quinolin-1-yl)hexanoic acid CC1(N(C2=CC3=C(C=C2C(=C1)C)C=C1C(CC(C=C1O3)=O)(C)C)CCCCCC(=O)O)C